FC(C(=O)N)(C1=C(C=CC=C1)OCC(F)(F)F)F difluoro-2-(2-(2,2,2-trifluoroethoxy)phenyl)acetamide